C(=C)C=1C=CC2=C(N(C(=N2)CNC(OCC2=CC=CC=C2)=O)COCC[Si](C)(C)C)C1 benzyl [(6-ethenyl-1-{[2-(trimethylsilyl)ethoxy]methyl}-1H-benzimidazol-2-yl)methyl]carbamate